CC(C#N)(C)C=1C=2N(N=C(C1)N1[C@@H](COCC1)C)C=NC2 2-methyl-2-{2-[(3R)-3-methylmorpholin-4-yl]imidazo[1,5-b]pyridazin-4-yl}propanenitrile